2-(4-((3,3-difluoro-2'-oxospiro[cyclobutane-1,3'-indoline]-5'-yl)methyl)-3,5-dimethylphenyl)-3,5-dioxo-2,3,4,5-tetrahydro-1,2,4-triazine-6-carbonitrile FC1(CC2(C(NC3=CC=C(C=C23)CC2=C(C=C(C=C2C)N2N=C(C(NC2=O)=O)C#N)C)=O)C1)F